2-bromo-8,9-dichloro-7-(2,6-difluorophenyl)-5H-pyrimido[1,2-a][1,4]benzodiazepine-3-One BrC=1C(N=C2N(C3=C(C(=NC2)C2=C(C=CC=C2F)F)C(=C(C=C3)Cl)Cl)C1)=O